C(C1=CC=CC=C1)OC=1C(=C(C=O)C=CC1Br)Br 3-benzyloxy-2,4-dibromo-benzaldehyde